Br\C(\C(F)F)=C/C(F)F Z-2-bromo-1,1,4,4-tetrafluorobut-2-ene